COC=1C=2N(C=C(C1)C1=C(C=3N=C(SC3N1)C1CCC(CC1)NC1COC1)C)N=CN2 N-(4-(5-(8-methoxy-[1,2,4]triazolo[1,5-a]pyridin-6-yl)-6-methyl-4H-pyrrolo[3,2-d]thiazol-2-yl)cyclohexyl)oxetan-3-amine